[PH3]=O Phosphine Oxide